(3-(5-chloro-2-cyanophenyl)cyclobutyl)carbamic acid tert-butyl ester C(C)(C)(C)OC(NC1CC(C1)C1=C(C=CC(=C1)Cl)C#N)=O